N-[1-[6-(5-cyclopropyl-4H-1,2,4-triazol-3-yl)-2-azaspiro[3.3]heptane-2-carbonyl]-4-piperidyl]-4-(trifluoromethyl)benzenesulfonamide C1(CC1)C=1NC(=NN1)C1CC2(CN(C2)C(=O)N2CCC(CC2)NS(=O)(=O)C2=CC=C(C=C2)C(F)(F)F)C1